4-hydroxy-4-methyl-5,6,7,8-tetrahydro-4H-5,8-methanocyclohepta[b]furan-2-sulfonamide OC1(C2CCC(C=3OC(=CC31)S(=O)(=O)N)C2)C